1-(5-(3-(trifluoromethyl)benzyl)octahydro-pyrrolo[3,4-c]pyrrole-2-carbonyl)-1H-pyrazole-3-carboxamide FC(C=1C=C(CN2CC3C(C2)CN(C3)C(=O)N3N=C(C=C3)C(=O)N)C=CC1)(F)F